9-hydroxy-7-methoxy-10H-[1,3]dioxolo[4,5-b]xanthene-10-one OC=1C=C(C=C2OC=3C=C4C(=CC3C(C12)=O)OCO4)OC